4-[(4-(benzyloxy)phenyl)amino]-2-[(2R)-2-methylmorpholin-4-yl]-6-(propan-2-yl)-5,6-dihydro-7H-pyrrolo[3,4-d]pyrimidin-7-one C(C1=CC=CC=C1)OC1=CC=C(C=C1)NC=1C2=C(N=C(N1)N1C[C@H](OCC1)C)C(N(C2)C(C)C)=O